N-(cis-2-(((1-(2-fluorophenyl)piperidin-4-yl)oxy)methyl)-1-((3-oxocyclobutyl)carbonyl)piperidin-3-yl)methanesulfonamide FC1=C(C=CC=C1)N1CCC(CC1)OC[C@@H]1N(CCC[C@@H]1NS(=O)(=O)C)C(=O)C1CC(C1)=O